CN1N=CC2=CC=C(C=C12)C=1C2=C(NN1)C1=C(C2)SC(=C1)C1=CC=C(C=C1)C(=O)N1CCN(CC1)C (4-(3-(1-Methyl-1H-indazol-6-yl)-1,4-dihydrothieno[2',3':4,5]cyclopenta[1,2-c]pyrazol-6-yl)phenyl)(4-methylpiperazin-1-yl)methanone